ClC=1C=CC(=NC1)N1N=C(N=C1C1=NC=C(C=C1)F)OCC(=O)[O-] [1-(5-chloropyridin-2-yl)-5-(5-fluoropyridin-2-yl)-1H-1,2,4-triazol-3-yl]oxyacetate